6-(4-fluorophenyl)-5-(((1-methyl-1H-pyrazol-4-yl)oxy)methyl)isoindolin-1-one FC1=CC=C(C=C1)C1=C(C=C2CNC(C2=C1)=O)COC=1C=NN(C1)C